CC1=C(C(=C(C1(C)[Hf]C=1C(C2=CC=CC=C2C1)CCCC)C)C)C (pentamethylcyclopentadienyl)(1-n-butylindenyl)hafnium